4-(3-(5-(4-(oxetan-3-yl)piperazin-1-yl)-1H-benzo[d]Imidazol-2-yl)-1H-pyrazol-4-yl)pyrimidine-2,4-diamine O1CC(C1)N1CCN(CC1)C1=CC2=C(NC(=N2)C2=NNC=C2C2(NC(=NC=C2)N)N)C=C1